6-oxo-1-(4-pyridyl)pyridazine-3-carboxylic acid O=C1C=CC(=NN1C1=CC=NC=C1)C(=O)O